F[Sb-](F)(F)(F)(F)F.S(C1=CC=C(C=C1)[S+](C1=CC=C(C=C1)C)C1=CC=C(C=C1)C)C1=CC=C(C=C1)[S+](C1=CC=C(C=C1)C)C1=CC=C(C=C1)C.F[Sb-](F)(F)(F)(F)F thio-di-1,4-phenylene-bis[di-(4-methylphenyl)sulphonium] hexafluoroantimonate